C(C)C(C(=O)[O-])CCCC.C(C)C(C(=O)[O-])CCCC.C(CCCCCCC)[Sn+2]CCCCCCCC dioctyltin di(2-ethyl hexanoate)